(3-((5-(Hydroxymethyl)pyridin-2-yl)methyl)-1,2,3-oxadiazol-3-ium-5-yl)((3-(2-phenylacetamido)-5-(trifluoromethyl)phenyl)carbamoyl)amide OCC=1C=CC(=NC1)C[N+]1=NOC(=C1)[N-]C(NC1=CC(=CC(=C1)C(F)(F)F)NC(CC1=CC=CC=C1)=O)=O